ClC=1C(=NC(=NC1)NC1=C(C=C2CCN(CC2=C1)C)OC(C)C)N1CC(C2=CC=CC=C12)C(=O)O 1-(5-chloro-2-((6-isopropoxy-2-methyl-1,2,3,4-tetrahydroisoquinolin-7-yl)amino)pyrimidin-4-yl)indoline-3-carboxylic acid